aziridin-2-yl-(4-(6-chloro-8-fluoro-7-(2-fluorophenyl)quinazolin-4-yl)piperazin-1-yl)methanone N1C(C1)C(=O)N1CCN(CC1)C1=NC=NC2=C(C(=C(C=C12)Cl)C1=C(C=CC=C1)F)F